9-oxononanoic acid O=CCCCCCCCC(=O)O